CN1CCN(CC1)C(CC#N)=O 4-methyl-1-(2-cyanoacetyl)-piperazine